1-(1-(2,6-difluoro-4-nitrophenyl)piperidin-4-yl)-4-ethylpiperazine FC1=C(C(=CC(=C1)[N+](=O)[O-])F)N1CCC(CC1)N1CCN(CC1)CC